(R)-N-(2-(difluoromethoxy)-4-morpholinophenyl)-9-methyl-6-oxo-6,7,8,9-tetrahydropyrido[3',2':4,5]pyrrolo[1,2-a]pyrazine-2-carboxamide FC(OC1=C(C=CC(=C1)N1CCOCC1)NC(=O)C=1C=CC=2C=C3N([C@@H](CNC3=O)C)C2N1)F